5,6-dimethylpyrimidin-4-amine CC=1C(=NC=NC1C)N